[Si](C1=CC=CC=C1)(C1=CC=CC=C1)(C(C)(C)C)OCC=O 2-[(tert-butyldiphenylsilyl)oxy]acetaldehyde